C1(=CC=CC=C1)C=1NC(=C(N1)CO)CO 2-phenyl-4,5-bis-hydroxymethylimidazole